9,9'-(5-(4,6-diphenyl-1,3,5-triazin-2-yl)-1,3-phenylene)bis(3-(trifluoromethyl)-9H-carbazole) C1(=CC=CC=C1)C1=NC(=NC(=N1)C1=CC=CC=C1)C=1C=C(C=C(C1)N1C2=CC=CC=C2C=2C=C(C=CC12)C(F)(F)F)N1C2=CC=CC=C2C=2C=C(C=CC12)C(F)(F)F